ClC1=CC=C(C=C1)C1=CC=2C3=C(C=NC2C=C1)N(C(N3C=3C=NC(=C(C#N)C3)N3CCOCC3)=N)C 5-(8-(4-Chlorophenyl)-2-imino-3-methyl-2,3-dihydro-1H-imidazo[4,5-c]quinolin-1-yl)-2-morpholinonicotinonitrile